FC1=C2CC(CC2=C(C=C1)OC)N 4-fluoro-7-methoxy-2,3-dihydro-1H-inden-2-amine